C[C@@H]1CC[C@H](CC1)C(=O)N[C@@H](C)C1=NC(=NO1)C1=CC(=NC=C1)C(F)(F)F trans-4-methyl-N-((S)-1-(3-(2-(trifluoromethyl)pyridin-4-yl)-1,2,4-oxadiazol-5-yl)ethyl)cyclohexane-1-carboxamide